ClC=1C=C2C(=NC(=NC2=C(C1C1=CC=C(C2=C1N=C(S2)N)F)F)OC[C@]21CCCN1C[C@@H](C2)F)N2CCNC1(CNC1)C2 4-(6-chloro-8-fluoro-2-(((2R,7aS)-2-fluorotetrahydro-1H-pyrrolizin-7a(5H)-yl)methoxy)-4-(2,5,8-triazaspiro[3.5]nonan-8-yl)quinazolin-7-yl)-7-fluorobenzo[d]thiazol-2-amine